C1(=CC=CC=C1)CC#CO 3-phenyl-propynol